C(C)(C)(C)OC(=O)N1CCN(CC1)C=1C=NN2C1C=CC(=C2)C2=CC(=CC=C2)F 4-(6-(3-Fluorophenyl)pyrazolo[1,5-a]pyridin-3-yl)piperazine-1-carboxylic acid tert-butyl ester